(R)-6-amino-5-(3-hydroxy-2,6-dimethylphenyl)-2,3-dimethylthieno[3,2-B]pyridine-7-carboxamide NC=1C(=C2C(=NC1C1=C(C(=CC=C1C)O)C)C(=C(S2)C)C)C(=O)N